2-chloro-4-((2-(4-methyl-2-oxooxazolidin-3-yl)phenyl)amino)pyrimidine-5-carboxamide ClC1=NC=C(C(=N1)NC1=C(C=CC=C1)N1C(OCC1C)=O)C(=O)N